6-chloro-[1,3]dioxolo[4,5-g]quinoline-7-carbaldehyde ClC1=NC=2C=C3C(=CC2C=C1C=O)OCO3